COC(C1=C(C=C(C(=O)OC)C(=C1)OCCCCCCCC)OCCCCCCCC)=O 2,5-dioctyl-oxyterephthalic acid dimethyl ester